FC(OC1=CC=C(C=C1)N1C2=C(C=C(C1=O)C1=CC3=C(N=C4N3CCN4C)C=C1)SC(=N2)OCC)F 4-(4-(difluoromethoxy)phenyl)-2-ethoxy-6-(1-methyl-2,3-dihydro-1H-benzo[d]imidazo[1,2-a]imidazol-6-yl)thiazolo[4,5-b]pyridin-5(4H)-one